3-Chloro-4-(prop-2-ynyloxy)nitrobenzene ClC=1C=C(C=CC1OCC#C)[N+](=O)[O-]